1-((7-(2-cyclopropyl-6,7-dihydrothiazolo[5,4-c]pyridin-5(4H)-yl)-5,6-dimethyl-3-oxo-[1,2,4]triazolo[4,3-a]pyrimidin-2(3H)-yl)methyl)cyclopropane-1-carbonitrile C1(CC1)C=1SC=2CN(CCC2N1)C1=NC=2N(C(=C1C)C)C(N(N2)CC2(CC2)C#N)=O